(S)-3-amino-4,4-difluorocyclopent-1-enecarboxylic acid N[C@H]1C=C(CC1(F)F)C(=O)O